N-(3-Methoxy-5-(3-(trifluoromethyl)phenoxy)phenyl)-5-oxopyrrolidine-2-carboxamide COC=1C=C(C=C(C1)OC1=CC(=CC=C1)C(F)(F)F)NC(=O)C1NC(CC1)=O